BrC=1C=NC=C(C1Cl)OC 3-Bromo-4-chloro-5-methoxypyridine